OC1=C(C(=CC(=C1)OC)O)C(\C=C\C1=CC(=C(C=C1)OC)OC)=O (E)-2',6'-Dihydroxy-4'-methoxy-beta-(3-methoxy-4-methoxyphenyl)acrylophenone